FP(=O)(F)N=C=O Difluorophosphoryl isocyanate